CN1N=C(C=C1C)NC(=O)C1=C(OC=2N=CN=C(C21)NC2(CC2)C)C N-(1,5-dimethyl-1H-pyrazol-3-yl)-6-methyl-4-[(1-methylcyclopropyl)amino]furo[2,3-d]pyrimidine-5-carboxamide